4-(tert-butyl)-3-fluorophenyl triflate O(S(=O)(=O)C(F)(F)F)C1=CC(=C(C=C1)C(C)(C)C)F